tert-butyl 7-[7-bromo-4-(1-methylindazol-5-yl)thieno[3,2-c]pyridin-6-yl]-2,7-diazaspiro[3.5]nonane-2-carboxylate BrC=1C2=C(C(=NC1N1CCC3(CN(C3)C(=O)OC(C)(C)C)CC1)C=1C=C3C=NN(C3=CC1)C)C=CS2